C(C)(=O)N[C@@H]([C@@H](C)CC)C(=O)OCCCC(=O)C1=CC=C(C=C1)OC 4-(4-Methoxyphenyl)-4-oxobutyl acetyl-L-isoleucinate